C(C)OC1(CN(C1)C1=NC(=CC2=C1N=C(N=C2)NC2=C(C=C(C=C2)C2=NN=CN2C)OC)C)C(C)C 8-(3-ethoxy-3-isopropylazetidin-1-yl)-N-(2-methoxy-4-(4-methyl-4H-1,2,4-triazol-3-yl)phenyl)-6-methylpyrido[3,4-d]pyrimidin-2-amine